C(C)NC=1C=C(C=C2C3=C(NC12)N=CC(=C3N3N=C(C=C3)C(F)(F)F)C=3C=C1C(C(=CN(C1=NC3)C3CNCC3)C(=O)O)=O)F 6-[8-(ethylamino)-6-fluoro-4-[3-(trifluoromethyl)pyrazol-1-yl]-9H-pyrido[2,3-b]indol-3-yl]-4-oxo-1-pyrrolidin-3-yl-1,8-naphthyridine-3-carboxylic acid